2-(3-hydroxy-1,1-diphenylprop-2-yl)-5-methoxy-1-methyl-6-oxo-1,6-dihydropyrimidine-4-carboxylic acid methyl ester COC(=O)C=1N=C(N(C(C1OC)=O)C)C(C(C1=CC=CC=C1)C1=CC=CC=C1)CO